N1C=C(C=2C1=CN=CC2)\C=C/2\C(NC(S2)=S)=O (Z)-5-((1H-pyrrolo[2,3-c]pyridin-3-yl)methylene)-2-thioxothiazolidin-4-one